(R)-6-Chloro-5-fluoro-1'-(5-(3-(hydroxymethyl)benzyl)-4H-1,2,4-triazole-3-carbonyl)spiro[benzo[d][1,3]oxazine-4,3'-piperidin]-2(1H)-one ClC1=C(C2=C(NC(O[C@@]23CN(CCC3)C(=O)C3=NN=C(N3)CC3=CC(=CC=C3)CO)=O)C=C1)F